COC=1C(=NC=C(C1)B1OC(C(O1)(C)C)(C)C)C=O 3-methoxy-5-(4,4,5,5-tetramethyl-1,3,2-dioxaborolan-2-yl)picolinaldehyde